FC(C=1OC2=C(C1C(=O)OCC)C=C(C=C2)O)F ethyl 2-(difluoromethyl)-5-hydroxybenzofuran-3-carboxylate